BrC=1C=C(C(=O)O)C=C(C1)I 3-Bromo-5-iodobenzoic acid